6'-(((1S,3S)-3-((5-Chloropyrazin-2-yl)amino)cyclopentyl)amino)-5-methoxy-2H-[1,3'-bipyridin]-2-one ClC=1N=CC(=NC1)N[C@@H]1C[C@H](CC1)NC1=CC=C(C=N1)N1C(C=CC(=C1)OC)=O